COC(=O)C1=CC(=NN1CC1CCOCC1)Br 3-bromo-1-((tetrahydro-2H-pyran-4-yl)methyl)-1H-pyrazole-5-carboxylic acid methyl ester